tert-butyl (1R,2S,5S)-2-methyl-3-oxo-8-azabicyclo[3.2.1]octane-8-carboxylate C[C@H]1[C@H]2CC[C@@H](CC1=O)N2C(=O)OC(C)(C)C